(2-(hydroxymethyl)pyridin-3-yl)(methyl)-3,4-dihydropyrrolo[1,2-a]pyrazine-1(2H)-one OCC1=NC=CC=C1C1N(C(C=2N(C1)C=CC2)=O)C